(3-(cyclopropylthio)phenyl)hydrazine C1(CC1)SC=1C=C(C=CC1)NN